S1C=NC2=C1C=C(C=C2)C2=CC=NN2C2=NC(=CC=C2)C 5-(benzo[d]thiazol-6-yl)-1-(6-methylpyridin-2-yl)-1H-pyrazole